O=C1NC(CCC1N1C(C2=CC=CC(=C2C1=O)N1CCC(CC1)OC1CCN(CC1)CC(=O)O)=O)=O 2-[4-({1-[2-(2,6-Dioxopiperidin-3-yl)-1,3-dioxo-2,3-dihydro-1H-isoindol-4-yl]piperidin-4-yl}oxy)piperidin-1-yl]acetic acid